1-(6-nitropyridin-3-yl)piperidine-4-carbaldehyde [N+](=O)([O-])C1=CC=C(C=N1)N1CCC(CC1)C=O